[C@@H]1([C@@H](O)[C@H](O)[C@H](O1)CO)NC=1NC(C=2NC=NC2N1)=O β-D-arabinofuranosylguanine